dilithium diphenylethane C1(=CC=CC=C1)C(C)C1=CC=CC=C1.[Li].[Li]